(3-(6-amino-5-(trifluoromethyl)pyridin-3-yl)-1-isopropyl-1H-1,2,4-triazol-5-yl)cyclopentanone NC1=C(C=C(C=N1)C1=NN(C(=N1)C1C(CCC1)=O)C(C)C)C(F)(F)F